Methyl 4-bromo-3-{[(4-methoxyphenyl)methyl]oxy}-5-methylthiophene-2-carboxylate BrC=1C(=C(SC1C)C(=O)OC)OCC1=CC=C(C=C1)OC